CC(C(=O)OC[C@H]1O[C@H]([C@]([C@@H]1OC(C)=O)(C)F)N1C2=NC(=NC(=C2N=C1)NC)N)C [(2R,3R,4R,5R)-3-(acetyloxy)-5-[2-amino-6-(methylamino)purin-9-yl]-4-fluoro-4-methyloxolan-2-yl]methyl 2-methylpropanoate